azozirconium N(=N[Zr])[Zr]